2-[1-[(4-methylphenyl)methyl]-5-oxopyrrolidin-2-yl]-N-Propylacetamide CC1=CC=C(C=C1)CN1C(CCC1=O)CC(=O)NCCC